6-Chloro-3-((1-(3,6-dimethyl-4-oxo-2-((1R,5S,6s)-6-((pyrrolidine-1-carbonyl)oxy)-3-azabicyclo[3.1.0]hexan-3-yl)-3,4-dihydroquinazolin-8-yl)ethyl)amino)picolinic acid ClC1=CC=C(C(=N1)C(=O)O)NC(C)C=1C=C(C=C2C(N(C(=NC12)N1C[C@@H]2C([C@@H]2C1)OC(=O)N1CCCC1)C)=O)C